O=C1N(C(N(C(N1CCC(C(=O)[O-])CC1=CC(=C(C(=C1)CC1=CC(=C(C(=C1)C(C)(C)C)O)C(C)(C)C)O)C(C)(C)C)=O)CCC(C(=O)[O-])CC1=CC(=C(C(=C1)CC1=CC(=C(C(=C1)C(C)(C)C)O)C(C)(C)C)O)C(C)(C)C)=O)CCC(C(=O)[O-])CC1=CC(=C(C(=C1)CC1=CC(=C(C(=C1)C(C)(C)C)O)C(C)(C)C)O)C(C)(C)C (2,4,6-Trioxo-1,3,5-triazine-1,3,5-triyl)tris(ethane-2,1-diyl)tris(3-(3-(tert.butyl)-5-(3,5-di-tert-butyl-4-hydroxybenzyl)-4-hydroxyphenyl)propionate)